1-Cyclopropyl-4-(2-(methyl-(2,2,6,6-tetramethylpiperidin-4-yl)amino)-5H-isochromeno[3,4-d]thiazol-7-yl)pyridin-2(1H)-one C1(CC1)N1C(C=C(C=C1)C=1C=CC2=C(C1)COC=1N=C(SC12)N(C1CC(NC(C1)(C)C)(C)C)C)=O